11-chloro-3,5-difluoro-10-methoxy-8,8-dioxo-15-oxa-8λ6-thia-7-azapentacyclo[14.6.1.12,6.19,13.019,23]pentacosa-1(23),2,4,6(25),9(24),10,12,19,21-nonaen-14-one ClC1=C(C=2S(NC=3C(=CC(=C(C=4C=CC=C5CCC(OC(C(=C1)C2)=O)C45)C3)F)F)(=O)=O)OC